(2-(1-methyl-1H-pyrazol-4-yl)phenyl)methanamine CN1N=CC(=C1)C1=C(C=CC=C1)CN